CCCCCCCCCCCCCCCCCCCCCCC/C=C/C(=O)SCCNC(=O)CCNC(=O)[C@@H](C(C)(C)COP(=O)(O)OP(=O)(O)OC[C@@H]1[C@H]([C@H]([C@@H](O1)N2C=NC3=C(N=CN=C32)N)O)OP(=O)(O)O)O The molecule is an unsaturated fatty acyl-CoA that results from the formal condensation of the thiol group of coenzyme A with the carboxy group of trans-2-hexacosenoic acid. It has a role as a Saccharomyces cerevisiae metabolite. It is a very long-chain fatty acyl-CoA, a trans-2-enoyl-CoA and a monounsaturated fatty acyl-CoA. It derives from a trans-2-hexacosenoic acid. It is a conjugate acid of a trans-2-hexacosenoyl-CoA(4-).